3-(4-((4-bromobutyl)sulfonyl)-1-carbonyl-isoindolin-2-yl)piperidine-2,6-dione BrCCCCS(=O)(=O)C1=C2CN(C(C2=CC=C1)=C=O)C1C(NC(CC1)=O)=O